tert-butyl (6R)-2-bromo-6-methyl-3-(pyridin-4-yl)-6,7-dihydropyrazolo[1,5-a]pyrazine-5(4H)-carboxylate BrC1=NN2C(CN([C@@H](C2)C)C(=O)OC(C)(C)C)=C1C1=CC=NC=C1